N[C@@H](CC)C(=O)O |r| DL-homoalanine